CN(CCOCCOCCSC1=C2CN(C(C2=CC=C1)=O)C1C(NC(CC1)=O)=O)C 3-(4-((2-(2-(2-(dimethylamino)ethoxy)ethoxy)ethyl)thio)-1-oxoisoindolin-2-yl)piperidine-2,6-dione